3-methyl-pentanolate CC(CC[O-])CC